OC\C=C\C1=CC(OC)=C(O)C=C1 coniferol